(2S,4R)-N-[(1R)-1-(4-carbamimidoylthiophen-2-yl)ethyl]-4-fluoro-4-(fluoromethyl)-1-{2-[4-(4-fluorophenoxy)butanamido]acetyl}pyrrolidine-2-carboxamide C(N)(=N)C=1C=C(SC1)[C@@H](C)NC(=O)[C@H]1N(C[C@](C1)(CF)F)C(CNC(CCCOC1=CC=C(C=C1)F)=O)=O